FC=1C=C2[C@H](C3(CCNCC3)CC2=CC1)NC(OC(C)(C)C)=O Tert-butyl (S)-(5-fluoro-1,3-dihydrospiro[indene-2,4'-piperidin]-3-yl)carbamate